C(CCCC#C)(=O)N([C@@H](C(C)C)C(=O)O)C(CCCC#C)=O bis-(5-hexynoyl)valine